5-{2-Acetaminoimidazo[1,2-b]pyridazin-6-yl}-N-{[2-fluoro-5-(1-methyl-1H-pyrazol-4-yl)phenyl]methyl}-2-methylpyridine-3-carboxamide N(C(=O)C)C=1N=C2N(N=C(C=C2)C=2C=C(C(=NC2)C)C(=O)NCC2=C(C=CC(=C2)C=2C=NN(C2)C)F)C1